8-cyclopropyl-6-(2,6-dichlorophenyl)-2-[(2'-methyl-2',3'-dihydro-1'H-spiro[cyclopropane-1,4'-isoquinolin]-7'-yl)amino]pyrido[2,3-d]pyrimidin-5(8H)-one C1(CC1)N1C=C(C(C2=C1N=C(N=C2)NC2=CC=C1C3(CN(CC1=C2)C)CC3)=O)C3=C(C=CC=C3Cl)Cl